C1CCCC[N+]12CCCCCC2 6-azaspiro[5.6]dodecan-6-ium